BrC1=C(N=C(C=2N1N=CC2)N2CCC1(CC2)CC2=C(C=NC(=C2)OC)[C@H]1N[S@](=O)C(C)(C)C)C (R)-N-[(7S)-1'-(7-bromo-6-methyl-pyrazolo[1,5-a]pyrazin-4-yl)-3-methoxy-spiro[5,7-dihydrocyclopenta[c]pyridin-6,4'-piperidin]-7-yl]-2-methyl-propane-2-sulfinamide